4-[3-(3,5-di-tert-butyl-4-hydroxyphenyl) propionyloxy]-2,2,6,6-tetramethylpiperidyl succinate C(CCC(=O)[O-])(=O)ON1C(CC(CC1(C)C)OC(CCC1=CC(=C(C(=C1)C(C)(C)C)O)C(C)(C)C)=O)(C)C